OC1=C(C=CC=C1)C=1SC[C@H](N1)C=O (R)-2-(2-hydroxyphenyl)-4,5-dihydrothiazole-4-carbaldehyde